3-(5-(((3R,5R)-5-ethoxy-1-ethylpiperidin-3-yl)oxy)-1-oxoisoindolin-2-yl)piperidine-2,6-dione C(C)O[C@@H]1C[C@H](CN(C1)CC)OC=1C=C2CN(C(C2=CC1)=O)C1C(NC(CC1)=O)=O